tert-butyl N-[5-[8-(tert-butoxycarbonylamino)-3-[[3-[tert-butyl (dimethyl)silyl]oxy-3-methyl-cyclobutoxy]carbonylamino]-7-fluoro-6-isoquinolyl]-4-methyl-3-pyridyl]-N-methyl-carbamate C(C)(C)(C)OC(=O)NC=1C(=C(C=C2C=C(N=CC12)NC(=O)OC1CC(C1)(C)O[Si](C)(C)C(C)(C)C)C=1C(=C(C=NC1)N(C(OC(C)(C)C)=O)C)C)F